FC(C1=CC=C(C=C1)C1=CN=C(O1)NC=1C=CC(=NC1)C(=O)O)(F)F 5-((5-[4-(Trifluoromethyl)phenyl]-1,3-oxazol-2-yl)amino)picolic acid